4,4'-isopropylidenebis[2,6-bis(dimethylaminomethyl)-phenol] C(C)(C)(C1=CC(=C(C(=C1)CN(C)C)O)CN(C)C)C1=CC(=C(C(=C1)CN(C)C)O)CN(C)C